2-[(3-bromo-2-fluorophenyl)methyl]pyrrolidin-3-one hemi-tartrate C(=O)(O)C(O)C(O)C(=O)O.BrC=1C(=C(C=CC1)CC1NCCC1=O)F.BrC=1C(=C(C=CC1)CC1NCCC1=O)F